3-CHLORO-2-METHOXYBENZALDEHYDE ClC=1C(=C(C=O)C=CC1)OC